(4-chlorophenyl)-N,N-dimethylurea ClC1=CC=C(C=C1)NC(N(C)C)=O